1-[2-(4-methylphenoxy)ethyl]-2-[(2-phenoxyethyl)sulfanyl]-1H-benzimidazole CC1=CC=C(OCCN2C(=NC3=C2C=CC=C3)SCCOC3=CC=CC=C3)C=C1